FC(C1=CC=C(C=N1)NC(=O)C1=NC(=NC(=C1)C1CCOCC1)C1=CN=CN1C)F N-(6-(difluoromethyl)pyridin-3-yl)-2-(1-methyl-1H-imidazol-5-yl)-6-(tetrahydro-2H-pyran-4-yl)pyrimidine-4-carboxamide